4,7-di-n-butoxy-1-naphthyltetrahydrothiophenium triflate [O-]S(=O)(=O)C(F)(F)F.C(CCC)OC1=CC=C(C2=CC(=CC=C12)OCCCC)[S+]1CCCC1